hydroxy-2-aminobenzyl alcohol OC(C1=C(C=CC=C1)N)O